FC1=C(C=CC=C1)NC1=CC=C2C(=N1)NN=C2NC(C2=CC=C(C=C2)N2CCN(CC2)C)=O N-(6-((2-fluorophenyl)amino)-1H-pyrazolo[3,4-b]pyridin-3-yl)-4-(4-methylpiperazin-1-yl)benzamide